1-Methyl-3-octylimidazolium bis(trifluoromethylsulfonyl)imid [N-](S(=O)(=O)C(F)(F)F)S(=O)(=O)C(F)(F)F.CN1C=[N+](C=C1)CCCCCCCC